NC1=C(C=C(OCC(=O)OC)C=C1)C methyl 2-(4-amino-3-methyl-phenoxy)acetate